N-(3-cyanophenyl)-N-methyl-5-(2,4,5-trifluoro-3-hydroxyphenyl)-1,2,4-oxadiazole-3-carboxamide C(#N)C=1C=C(C=CC1)N(C(=O)C1=NOC(=N1)C1=C(C(=C(C(=C1)F)F)O)F)C